ClC1=C(C(=O)NC(C(=O)O)CC2=CC=C(C=C2)N2CC(C2)C2=NC=3NCCCC3C=C2)C(=CC=C1)Cl 2-(2,6-dichlorobenzamido)-3-(4-(3-(5,6,7,8-tetrahydro-1,8-naphthyridin-2-yl)azetidin-1-yl)phenyl)propanoic acid